BrC1=C(C=C(C=C1)C1=CNC(O1)=O)COC 5-(4-bromo-3-(methoxymethyl)phenyl)oxazol-2(3H)-one